methyl 5-{[(tert-butoxy) carbonyl] amino}-2-(2-fluoro-5-formylphenyl)-1,3-thiazole-4-carboxylate C(C)(C)(C)OC(=O)NC1=C(N=C(S1)C1=C(C=CC(=C1)C=O)F)C(=O)OC